CC/C=C\\C[C@@H](/C=C/C=C\\C/C=C\\C/C=C\\C/C=C\\CCC(=O)O)O The molecule is a polyunsaturated fatty acid that is (4Z,7Z,10Z,13Z,15E,19Z)-docosa-4,7,10,13,15,19-hexaenoic acid carrying a hydroxy substituent at the 17S-position. It is a metabolite of docosahexaenoic acid in human blood and mouse brain, and serves as a precursor to 17(S)-resolvins. It has a role as a mouse metabolite, an animal metabolite and a human xenobiotic metabolite. It is an enantiomer of a 17(R)-HDoHE.